2-Chloro-5-(3-(dimethylphosphoryl)-5,5-difluoro-4-hydroxy-5,6-dihydrocyclopenta[b]pyrrol-1(4H)-yl)benzonitrile ClC1=C(C#N)C=C(C=C1)N1C2=C(C(=C1)P(=O)(C)C)C(C(C2)(F)F)O